nonafluorononyl-ammonium lithium(1+) 8-amino-6-(4-fluorophenyl)-5-{3-methylimidazo[1,2-a]pyridin-6-yl}imidazo[1,2-a]pyrazine-2-carboxylate NC=1C=2N(C(=C(N1)C1=CC=C(C=C1)F)C=1C=CC=3N(C1)C(=CN3)C)C=C(N2)C(=O)[O-].[Li+].FC(C(C(F)(F)[NH3+])(F)F)(CCCCCC(F)(F)F)F.NC=2C=3N(C(=C(N2)C2=CC=C(C=C2)F)C=2C=CC=1N(C2)C(=CN1)C)C=C(N3)C(=O)[O-]